BrC1=C(C=C(C(=C1)OCCOC)F)\C=N\NS(=O)(=O)C1=CC=C(C=C1)C N-[(E)-[2-bromo-5-fluoro-4-(2-methoxyethoxy)phenyl]methyleneamino]-4-methyl-benzenesulfonamide